ethyl (6-fluoro-1-naphthyl)acetate FC=1C=C2C=CC=C(C2=CC1)CC(=O)OCC